(±)-4-(3-Bromo-2-fluoroanilino)-7-{[2-(acetoxy)but-3-en-1-yl]oxy}quinazolin-6-yl 2,2-dimethylpropanoate CC(C(=O)OC=1C=C2C(=NC=NC2=CC1OC[C@@H](C=C)OC(C)=O)NC1=C(C(=CC=C1)Br)F)(C)C |r|